NC=1C=NN2C1C(=CC=C2)N 3,4-diaminopyrazolo[1,5-a]pyridine